NC=1C=C(C(=C(C1)C=1C=CC=2N(C1)C=C(N2)NC(=O)[C@H]2[C@H](C2)F)C)F (1S,2S)-N-(6-(5-amino-3-fluoro-2-methylphenyl)imidazo[1,2-a]pyridin-2-yl)-2-fluorocyclopropane-1-carboxamide